(S)-3-(4-Chloro-3-fluorobenzyl)-1-(3-(5-methylpyridazin-4-yl)-1H-1,2,4-triazol-5-yl)piperidin-2-one ClC1=C(C=C(C[C@H]2C(N(CCC2)C2=NC(=NN2)C2=CN=NC=C2C)=O)C=C1)F